2-(6-Isopropyl-benzothiazol-2-ylamino)-1-methyl-1H-benzoimidazole C(C)(C)C1=CC2=C(N=C(S2)NC2=NC3=C(N2C)C=CC=C3)C=C1